2-methyl-2-cycloHexyl-1,3-dimethoxypropane CC(COC)(COC)C1CCCCC1